1-(6-bromo-2-chloro-7-methoxyquinolin-3-yl)but-3-en-1-ol BrC=1C=C2C=C(C(=NC2=CC1OC)Cl)C(CC=C)O